5-(2-chlorophenyl)-1-phenyl-3-difluoromethyl-1H-pyrazole-4-carbonitrile ClC1=C(C=CC=C1)C1=C(C(=NN1C1=CC=CC=C1)C(F)F)C#N